C(C)(C)(C)NC(O[C@H]1C[C@H](CC1)C1=CC(=NN1)NC(CC1=C(C=CC(=C1)OC)S(=O)(=O)C)=O)=O (1R,3S)-3-[3-({[5-methoxy-2-(methylsulfonyl)phenyl]acetyl} amino)-1H-pyrazol-5-yl]cyclopentyl tert-butylcarbamate